N-lauroyl-alanine propyl ester C(CC)OC([C@@H](NC(CCCCCCCCCCC)=O)C)=O